(E)-2-(2-(3-(azetidin-1-yl)-3-oxoprop-1-en-1-yl)-5-ethyl-7-oxo-6-(piperazin-1-yl)-[1,2,4]triazolo[1,5-a]pyrimidin-4(7H)-yl)-N-(2-chloro-4-(trifluoromethyl)phenyl)acetamide N1(CCC1)C(/C=C/C1=NN2C(N(C(=C(C2=O)N2CCNCC2)CC)CC(=O)NC2=C(C=C(C=C2)C(F)(F)F)Cl)=N1)=O